6-{6-methoxy-5-[(3-phenylbutyl)-carbamoyl]pyridin-3-yl}-N-methyl-1H-indazole-3-carboxamide COC1=C(C=C(C=N1)C1=CC=C2C(=NNC2=C1)C(=O)NC)C(NCCC(C)C1=CC=CC=C1)=O